1,2,4-trithiacyclopentane S1SCSC1